C(C=C)(=O)O[C@H]1C(=O)OCC1(C)C (r)-α-acryloyloxy-β,β-dimethyl-γ-butyrolactone